tert-butyl 4-(2-bromo-4-pyridyl)-3,6-dihydro-2H-pyridine-1-carboxylate BrC1=NC=CC(=C1)C=1CCN(CC1)C(=O)OC(C)(C)C